C1(CCCCC1)NC(C1=CC=C(C=C1)C1=NC2=CC=C3C(=C2C=2CCCCC12)C=NN3)=O N-cyclohexyl-4-(8,9,10,11-tetrahydro-3H-pyrazolo[4,3-a]phenanthridin-7-yl)benzamide